FC=1C=C(C=C2CC(N(C12)COCC[Si](C)(C)C)=O)O 7-fluoro-5-hydroxy-1-{[2-(trimethylsilyl)ethoxy]methyl}-2,3-dihydro-1H-indol-2-one